O1C(=CC=C1)C=1C=C(C(=NC1)OC)NC1=NC=NC2=CC(=C(C=C12)OC1CCN(CC1)C(C=C)=O)OC 1-(4-((4-((5-(furan-2-yl)-2-methoxypyridin-3-yl)amino)-7-methoxyquinazolin-6-yl)oxy)piperidin-1-yl)prop-2-en-1-one